5'-(4-chloro-3-fluorophenyl)-3,3-dimethyl-5',6'-dihydrospiro[cyclobutane-1,7'-pyrrolo[2,3-b]pyrazine] ClC1=C(C=C(C=C1)N1CC2(C=3C1=NC=CN3)CC(C2)(C)C)F